NC=1C=C(C=CC1)C1=C(C=C(C=C1)C1=NNC(OC1)=O)F 5-(3'-amino-2-fluorobiphenyl-4-yl)-3,6-dihydro-2H-1,3,4-oxadiazin-2-one